ClC=1C(=NC(=NC1)NC1=C(C=C(C=C1)N1CCN(CC1)C)OC)OC=1C=C(C=CC1)NC(CC)=O N-(3-((5-chloro-2-((2-methoxy-4-(4-methylpiperazin-1-yl)phenyl)amino)pyrimidin-4-yl)oxy)phenyl)propionamide